CC1=CNC2=NC=C(C=C21)C=2C=C1CCCOC1=C(C2)N2[C@@H](CCC2)CO (S)-(1-(6-(3-methyl-1H-pyrrolo[2,3-b]pyridin-5-yl)chroman-8-yl)pyrrolidin-2-yl)methanol